URS-20(30)-EN-3-OL C[C@H]1[C@H]2[C@H]3CC[C@@H]4[C@]5(CC[C@@H](C([C@@H]5CC[C@]4([C@@]3(CC[C@]2(CCC1=C)C)C)C)(C)C)O)C